COCC1CC(CC1)N1N=C(C=2C1=NC(=NC2)NC=2C(=CC=1N(C2)N=CN1)C)C 1-(3-(methoxymethyl)cyclopentyl)-3-methyl-N-(7-methyl-[1,2,4]triazolo[1,5-a]pyridin-6-yl)-1H-pyrazolo[3,4-d]pyrimidin-6-amine